COC1=CC=C(CN(S(=O)(=O)C2=C(C=CC(=C2C=2N=NN(N2)CC2=CC=C(C=C2)OC)I)S(=O)(=O)C2CN(C2)C(=O)OC(C)(C)C)CC2=CC=C(C=C2)OC)C=C1 tert-Butyl 3-((2-(N,N-bis(4-methoxybenzyl)sulfamoyl)-4-iodo-3-(2-(4-methoxybenzyl)-2H-tetrazol-5-yl)phenyl)sulfonyl)azetidine-1-carboxylate